CC=1C=C(C=CC1O)C1=CC(=C(C=C1)O)C 3,3'-dimethyl-4,4'-dihydroxybiphenyl